CC=1CC2C(CC1C)C(=O)OC2=O 4,5-dimethyl-4-cyclohexene-1,2-dicarboxylic acid anhydride